BrC=1C=C2C(=NC(=NC2=CC1)Cl)NC(C)C=1C(=C(C#N)C=CC1)C 3-[1-(6-bromo-2-chloro-quinazolin-4-ylamino)-ethyl]-2-methyl-benzonitrile